C(CCCCCCC)N(C1=CC=C(C(C(C2=CC=CC=C2)=O)=O)C=C1)CCCCCCCC 4'-dioctylaminobenzil